C(C)(C)C1=CC=C(C=C1)C1=CC(=CC=2CCOC21)NCC(C(=O)O)=C 2-[[[7-(4-isopropylphenyl)-2,3-dihydrobenzofuran-5-yl]amino]methyl]prop-2-enoic acid